C(C)(C)NC1=C(C(=C2N(C(CN(S2(=O)=O)CCC)C(=O)O)C1=O)C1=CC(=CC=C1)C(F)(F)F)CC1=CC=CC2=CC=CC=C12 7-(isopropylamino)-8-(naphthalen-1-ylmethyl)-6-oxo-2-propyl-9-(3-(trifluoromethyl)phenyl)-3,4-dihydro-2H,6H-pyrido[1,2-e][1,2,5]thiadiazine-4-carboxylic acid 1,1-dioxide